C(C)OCC1N(CCC1)C ethoxymethyl-N-methylpyrrolidine